8-amino-10-methyl-3,7,10,11-tetraazatricyclo[7.3.0.02,6]dodeca-1(9),2(6),4,7,11-pentaene-4-carboxylic acid NC1=NC=2C=C(NC2C=2C=NN(C12)C)C(=O)O